3-(3-chloro-4-hydroxyphenylamino)-4-(4-nitrophenyl)-1H-pyrrole-2,5-dione ClC=1C=C(C=CC1O)NC=1C(NC(C1C1=CC=C(C=C1)[N+](=O)[O-])=O)=O